benzyl-(2-hydroxypropyl)-dimethyl-ammonium acetate C(C)(=O)[O-].C(C1=CC=CC=C1)[N+](C)(C)CC(C)O